N[C@H](C(=O)O)CC1=CNC2=C(C(=CC=C12)F)Cl (S)-2-Amino-3-(7-chloro-6-fluoro-1H-indol-3-yl)propanoic acid